NC(COC1=NC(=NC(=C1)C1=C(C=CC=C1C)C)NS(=O)(=O)C=1C=C(C(=O)O)C=CC1)CC1CC(C1)(C)C 3-[[4-[2-Amino-3-(3,3-dimethylcyclobutyl)propoxy]-6-(2,6-dimethylphenyl)pyrimidin-2-yl]sulfamoyl]benzoic acid